C(C)C1=CC=2N(C=C1C1CCN(CC1)S(=O)(=O)C1=CC(=NS1)C)N=CN2 5-((4-(7-ethyl-[1,2,4]triazolo[1,5-a]pyridin-6-yl)piperidin-1-yl)sulfonyl)-3-methylisothiazole